4-((3,5-difluoro-4-(1H-1,2,4-triazol-1-yl)benzyl)oxy)phenyl sulfurofluoridate S(OC1=CC=C(C=C1)OCC1=CC(=C(C(=C1)F)N1N=CN=C1)F)(=O)(=O)F